ClC1=NN(C(=C1)C(=O)O)C1=NC=CC=C1Cl 3-chloro-1-(3-chloro-2-pyridyl)-pyrazole-5-carboxylic acid